C(C)(C)(C)OC(=O)N([C@H](C(=O)N(C)[C@@H](C(=O)O)CC1=NC(=NO1)C(F)F)CC(C)C)C (R)-2-((S)-2-((tert-Butoxycarbonyl)(methyl)amino)-N,4-dimethylpentanamido)-3-(3-(difluoromethyl)-1,2,4-oxadiazol-5-yl)propanoic acid